BrC1=CC=C(C=C1)\N=C\C1=CC=CC(=N1)NC1=NC=CC=C1 (E)-6-(((4-bromophenyl)imino)methyl)-N-(pyridin-2-yl)pyridin-2-amine